ClC=1C=CC(=C(C1)C=1C(=CN=NC1)C(=O)NC=1SC(=NN1)OCC12CCC(CC1)(CC2)O)OC 5-(5-chloro-2-methoxyphenyl)-N-(5-((4-hydroxybicyclo(2.2.2)octan-1-yl)methoxy)-1,3,4-thiadiazol-2-yl)pyridazine-4-carboxamide